N(=[N+]=[N-])CC1=NC(=CC=C1)C(C)C 2-(azidomethyl)-6-isopropyl-pyridine